FC(CCN1N=NC2=C1C=C(C=C2)C=2C(=CN1N=C(N=C(C12)OC)N[C@@H]1[C@@H](CN(CC1)C(CO)=O)F)F)F 1-((3R,4S)-4-((5-(1-(3,3-difluoropropyl)-1H-benzo[d][1,2,3]triazol-6-yl)-6-fluoro-4-methoxypyrrolo[2,1-f][1,2,4]triazin-2-yl)amino)-3-fluoropiperidin-1-yl)-2-hydroxyethan-1-one